3-bromo-1-trityl-1H-1,2,4-triazole BrC1=NN(C=N1)C(C1=CC=CC=C1)(C1=CC=CC=C1)C1=CC=CC=C1